CC1=C(OC(C(=O)OCC)(C)C)C(=CC(=C1)CN1N=CN(C1=O)C1=CC=C(C=C1)C(F)(F)F)C Ethyl 2-(2,6-dimethyl-4-((5-oxo-4-(4-(trifluoromethyl)phenyl)-4,5-dihydro-1H-1,2,4-triazol-1-yl)methyl)phenoxy)-2-methylpropionate